C=1N=CN2C1C1=CC=CC=C1[C@@H]2[C@H]2[C@@H](C=1N(CC2)N=CC1)O (4S,5S)-5-((S)-5H-Imidazo[5,1-a]isoindol-5-yl)-4,5,6,7-tetrahydropyrazolo[1,5-a]pyridin-4-ol